N-[2-(cyclopropylmethyl)-6-methyl-pyrimidin-4-yl]-5-[4-[[(2R)-1-ethylazetidin-2-yl]methoxy]-2-methyl-pyrazol-3-yl]pyrazolo[1,5-a]pyridin-2-amine C1(CC1)CC1=NC(=CC(=N1)NC1=NN2C(C=C(C=C2)C=2N(N=CC2OC[C@@H]2N(CC2)CC)C)=C1)C